C1(CC1)C=1C=C(C=C2NC(C(=NC12)C)=O)CN1CCN(CC1)C=1C=CC(=NC1F)C(=O)NC 5-(4-((8-cyclopropyl-2-methyl-3-oxo-3,4-dihydroquinoxalin-6-yl)methyl)piperazin-1-yl)-6-fluoro-N-methylpyridinecarboxamide